FCC(=O)C(C(=O)N)NC(=O)[C@H]1N(CCC1)C(=O)C1(CCC1)C1=CC=CC=C1 (2-fluoroacetyl)-[[(2S)-1-(1-phenylcyclobutanecarbonyl)pyrrolidine-2-carbonyl]amino]acetamide